(S)-N-(3-(5-(2-aminopyrimidin-4-yl)-2-(4-(1-((1-(5-(2,6-dioxopiperidin-3-yl)pyridin-2-yl)piperidin-4-yl)methyl)piperidin-4-yl)phenyl)thiazol-4-yl)-2-fluorophenyl)propane-1-sulfonamide NC1=NC=CC(=N1)C1=C(N=C(S1)C1=CC=C(C=C1)C1CCN(CC1)CC1CCN(CC1)C1=NC=C(C=C1)[C@H]1C(NC(CC1)=O)=O)C=1C(=C(C=CC1)NS(=O)(=O)CCC)F